FC(C(=O)O)(F)F.FC=1C=C(C=CC1C(C)C)C1CC(C1)NC 3-(3-Fluoro-4-isopropylphenyl)-N-methylcyclobutan-1-amine trifluoroacetate salt